C(C)(C)(C)NC1CNCC1 N-tert-butylpyrrolidin-3-amine